COCCOC(C=C)=O 2-methoxyethylacrylat